2-amino-3-chloro-6-methyl-1,4-naphthalenediol NC1=C(C2=CC=C(C=C2C(=C1Cl)O)C)O